9-((1s,4s)-4-(aminomethyl)cyclohexyl)-N8-(3-chlorophenyl)-N2-tert-amyl-9H-purine-2,8-diamine NCC1CCC(CC1)N1C2=NC(=NC=C2N=C1NC1=CC(=CC=C1)Cl)NC(C)(C)CC